(N-methylglucamine), oxalic acid salt C(C(=O)O)(=O)O.CNC[C@H](O)[C@@H](O)[C@H](O)[C@H](O)CO